4-(cyclohexylamino)-2-((2-methoxy-4-((4-morpholino-piperidin-1-yl)sulfonyl)phenyl)amino)-7H-pyrrolo[2,3-d]pyrimidine-5-carbonitrile C1(CCCCC1)NC=1C2=C(N=C(N1)NC1=C(C=C(C=C1)S(=O)(=O)N1CCC(CC1)N1CCOCC1)OC)NC=C2C#N